[(3-chloro-2-methoxyphenyl)amino]-2-(3-{[(2S)-1-(2-fluoroprop-2-enoyl)azetidin-2-yl]methoxy}pyridin-4-yl)-1H,5H,6H,7H-pyrrolo[3,2-c]pyridin-4-one ClC=1C(=C(C=CC1)NN1C(=CC=2C(NCCC21)=O)C2=C(C=NC=C2)OC[C@H]2N(CC2)C(C(=C)F)=O)OC